CC1=C(C=C(C=C1)C)C=1N=C(SC1C)NS(=O)(=O)C1=CC=CC=C1 N-[4-(2,5-dimethylphenyl)-5-methyl-thiazol-2-yl]benzenesulfonamide